(S)-5-(3-((1-(1H-tetrazol-1-yl)propan-2-yl)oxy)-4-chlorophenyl)-N-(1-(piperidin-4-yl)-3-(trifluoromethyl)-1H-pyrazol-4-yl)pyrimidin-2-amine hydrochloride Cl.N1(N=NN=C1)C[C@H](C)OC=1C=C(C=CC1Cl)C=1C=NC(=NC1)NC=1C(=NN(C1)C1CCNCC1)C(F)(F)F